2'-((4-methyl-5-nitro-1,2-phenylene)bis(oxy))bis(tetrahydro-2H-pyran) CC1=CC(=C(C=C1[N+](=O)[O-])OC1OCCCC1)OC1OCCCC1